BrC1=C(C=C(C=C1)I)CO (2-bromo-5-iodo-phenyl)-methanol